decyl-pyrene C(CCCCCCCCC)C1=CC=C2C=CC3=CC=CC4=CC=C1C2=C34